4-Isopropyl-9-thioxanthenone C(C)(C)C1=CC=CC=2C(C3=CC=CC=C3SC12)=O